6-(3,5-Dimethoxyphenyl)-1H-indole COC=1C=C(C=C(C1)OC)C1=CC=C2C=CNC2=C1